2-(2'-hydroxy-5-tert-octylphenyl)-2H-benzotriazole OC1=C(C=C(C=C1)C(C)(C)CC(C)(C)C)N1N=C2C(=N1)C=CC=C2